Cl[SiH]1CC[SiH](CC1)CCC 1-chloro-4-propyl-1,4-disilacyclohexane